FC(S(=O)(=O)OC=1CCN(CC1)C[C@@H]1CC[C@H](CC1)CO[Si](C)(C)C(C)(C)C)(F)F trans-1-((4-(((tert-butyldimethylsilyl)oxy)methyl)cyclohexyl)methyl)-1,2,3,6-tetrahydropyridin-4-yl trifluoromethanesulfonate